(6-methyl-1-(tetrahydro-2H-pyran-2-yl)-1H-indazol-7-yl)boronic acid CC1=CC=C2C=NN(C2=C1B(O)O)C1OCCCC1